tert-butyl ((1-(5-((2-chloro-3-(3-(piperidin-4-yl)propanamido)phenyl)thio)pyrazin-2-yl)-4-methylpiperidin-4-yl)methyl)carbamate ClC1=C(C=CC=C1NC(CCC1CCNCC1)=O)SC=1N=CC(=NC1)N1CCC(CC1)(C)CNC(OC(C)(C)C)=O